CCC(CCCCCCCCCCCCCCCCC)O 3-eicosanol